NCCC1=CC=C(C=C1)N=CN(C)C N'-(4-(2-aminoethyl)phenyl)-N,N-dimethylformamidine